1,1,3-tri(2-methyl-4-hydroxy-5-tert-butylphenyl)butane CC1=C(C=C(C(=C1)O)C(C)(C)C)C(CC(C)C1=C(C=C(C(=C1)C(C)(C)C)O)C)C1=C(C=C(C(=C1)C(C)(C)C)O)C